2-methoxy-4-(4-nitro-1H-pyrazol-1-yl)pyridine tert-butyl-4-(4-((2-bromo-4-(ethylsulfonyl)benzyl)oxy)phenyl)-1H-imidazole-1-carboxylate C(C)(C)(C)OC(=O)N1C=NC(=C1)C1=CC=C(C=C1)OCC1=C(C=C(C=C1)S(=O)(=O)CC)Br.COC1=NC=CC(=C1)N1N=CC(=C1)[N+](=O)[O-]